N-[(2,6-dimethylphenyl)methyl]-1-({4-[(4-methylpyrazol-1-yl)methyl]phenyl}methyl)-3-(trifluoromethyl)pyrazole-4-carboxamide CC1=C(C(=CC=C1)C)CNC(=O)C=1C(=NN(C1)CC1=CC=C(C=C1)CN1N=CC(=C1)C)C(F)(F)F